N-(Cyanomethyl)-1-(2-((1-(piperidin-4-yl)-1H-pyrazol-4-yl)amino)pyrimidin-4-yl)1H-pyrrole-3-carboxamide C(#N)CNC(=O)C1=CN(C=C1)C1=NC(=NC=C1)NC=1C=NN(C1)C1CCNCC1